(difluoromethyl)pyrimidine-4,6-diamine formate C(=O)O.FC(F)C1=NC(=CC(=N1)N)N